C(C1=CC=CC=C1)OC(C[C@@H](C(=O)O)O)=O (S)-4-(benzyloxy)-2-hydroxy-4-oxobutanoic acid